FC1=CC=C(CSC2=NC=3C(N(C=CC3)C(C(=O)NC3=C(C=CC=C3)Br)CC)=N2)C=C1 2-(2-((4-fluorobenzyl)thio)-4H-imidazo[4,5-b]pyridin-4-yl)-N-(2-bromophenyl)butanamide